(2s,3s,4s,5r,6r)-3,4,5,6-tetrahydroxy-tetrahydro-2H-pyran-2-carboxylic acid allyl ester C(C=C)OC(=O)[C@H]1O[C@H]([C@@H]([C@H]([C@@H]1O)O)O)O